(3S,4S)-8-(8-((7-fluoroquinolin-4-yl)thio)imidazo[1,2-c]pyrimidin-5-yl)-3-methyl-2-oxa-8-azaspiro[4.5]decan-4-amine FC1=CC=C2C(=CC=NC2=C1)SC=1C=2N(C(=NC1)N1CCC3([C@@H]([C@@H](OC3)C)N)CC1)C=CN2